((2,6-diisopropylphenyl)carbamoyl)((2-(1,2-dimethylpyrrolidin-2-yl)vinyl)sulfonyl)amide C(C)(C)C1=C(C(=CC=C1)C(C)C)NC(=O)[N-]S(=O)(=O)C=CC1(N(CCC1)C)C